di-tert-butyldiperoxyphthalate C(C)(C)(C)OOC(C=1C(C(=O)OOC(C)(C)C)=CC=CC1)=O